6-(dimethylamino)-2-(1H-imidazol-1-yl)-N-((1r,4r)-4-methoxycyclohexyl)-pyrimidine-4-carboxamide CN(C1=CC(=NC(=N1)N1C=NC=C1)C(=O)NC1CCC(CC1)OC)C